FC(C=1C=C(CCNCCCCCC(=O)O)C=CC1)(F)F 6-((3-(trifluoromethyl)phenethyl)amino)hexanoic acid